C/C=1/CCC2C(CC2C(CC\C1)=C)(C)C (Z)-4,11,11-trimethyl-8-methylene-bicyclo[7.2.0]-undec-4-ene